(S)-N-(5-cyclopropyl-2-(3-hydroxyazetidine-1-carbonyl)phenyl)-3-(3-fluoro-4-methylphenyl)-3-(1,2,4-thiadiazol-5-yl)pyrrolidine-1-carboxamide C1(CC1)C=1C=CC(=C(C1)NC(=O)N1C[C@@](CC1)(C1=NC=NS1)C1=CC(=C(C=C1)C)F)C(=O)N1CC(C1)O